1,4-bis(dipropylamino)-1,4-disilabutane C(CC)N([SiH2]CC[SiH2]N(CCC)CCC)CCC